3-(3,5-dimethyl-isoxazol-4-yl)pyrazolo[1,5-a]pyridine-5-carbothioamide CC1=NOC(=C1C=1C=NN2C1C=C(C=C2)C(N)=S)C